C1(CCCC1)NC1=CC=C(C=C1)[C@@H]1[C@@H](C[C@H]2[C@@H](N1)CCC2)C(=O)OC(C)(C)C tert-butyl (2S,3R,4aS,7aS)-2-[4-(cyclopentyl amino)phenyl]-2,3,4,4a,5,6,7,7a-octahydro-1H-cyclopenta[b]pyridine-3-carboxylate